SCCNC(C=CC1(N=N1)C)=O N-(2-mercaptoethyl)-3-(3-methyl-3H-diazirin-3-yl)propenamide